1-((2-(2-((Cyclohexanecarbonyl)oxy)phenyl)acetoxy)(phenyl)methyl)-5-(4-(hexyloxy)-1,2,5-thiadiazol-3-yl)-1-methyl-1,2,3,6-tetrahydropyridin-1-ium iodide [I-].C1(CCCCC1)C(=O)OC1=C(C=CC=C1)CC(=O)OC([N+]1(CCC=C(C1)C1=NSN=C1OCCCCCC)C)C1=CC=CC=C1